tert-butyl (5-(6-(7-((4-methyl-3-(methylsulfonyl)benzamido)methyl)-1,6-naphthyridin-2-yl)pyridin-2-yl)-5-azaspiro[2.4]heptan-7-yl)carbamate CC1=C(C=C(C(=O)NCC2=NC=C3C=CC(=NC3=C2)C2=CC=CC(=N2)N2CC3(CC3)C(C2)NC(OC(C)(C)C)=O)C=C1)S(=O)(=O)C